((2R,3S,5R)-5-(6-amino-2-fluoro-9H-purin-9-yl)-2-ethynyl-3-hydroxy-tetra-hydrofuran-2-yl)methyl 1-adamantylmethyl carbonate C(OC[C@]1(O[C@H](C[C@@H]1O)N1C2=NC(=NC(=C2N=C1)N)F)C#C)(OCC12CC3CC(CC(C1)C3)C2)=O